4-amino-5-[(4,4-difluoropiperidin-1-yl)methyl]pyrrolo[2,1-f][1,2,4]triazin-7-yl-N-[(3R,4S)-1-(3-chloropyridine-4-carbonyl)-4-fluoropyrrolidin-3-yl]-2-methoxypyridine-3-carboxamide NC1=NC=NN2C1=C(C=C2C2=C(C(=NC=C2)OC)C(=O)N[C@@H]2CN(C[C@@H]2F)C(=O)C2=C(C=NC=C2)Cl)CN2CCC(CC2)(F)F